N4-[6-methyl-5-(4-methylpiperazin-1-yl)pyridin-2-yl]-N2-[(3S)-piperidin-3-yl]-5-(trifluoromethyl)pyrimidine-2,4-diamine trifluoroacetic acid salt FC(C(=O)O)(F)F.CC1=C(C=CC(=N1)NC1=NC(=NC=C1C(F)(F)F)N[C@@H]1CNCCC1)N1CCN(CC1)C